C(#C)C1=CC(N(C=2N=C(N=CC21)NC=2C=NN(C2)C)C2=CC=CC=C2)=O 5-ethynyl-2-((1-methyl-1H-pyrazol-4-yl)amino)-8-phenylpyrido[2,3-d]pyrimidin-7(8H)-one